(2'R)-2-ethyl-2'-methyl-1'-prop-2-ynyl-spiro[6,7-dihydrothieno[3,2-C]pyran-4,4'-piperidine] C(C)C1=CC2=C(CCOC23C[C@H](N(CC3)CC#C)C)S1